C(=CC)[Si](O[Si](OC)(C=CC)O)(OC)O 1,3-dipropenyl-1,3-dimethoxydihydroxydisiloxane